C(CC1=CC=CC=C1)N[C@@H]1[C@H](CCC1)O (1S,2S)-2-(phenethylamino)cyclopentan-1-ol